ClC1=C(OCC(=O)NC=2C=C3C=CN(C3=CC2)C)C=CC(=C1Cl)C(C(CC)=C)=O 2-(2,3-dichloro-4-(2-methylenbutanoyl)phenoxy)-N-(1-methyl-1H-indol-5-yl)acetamide